CN1C=C(C2=CC=CC=C12)C1=NC(=NC=C1)NC1=CC(=C(C(=O)O)C=C1)N1CCOCC1 4-((4-(1-methyl-1H-indol-3-yl)pyrimidin-2-yl)amino)-2-morpholinobenzoic acid